C(C1=CC=CC=C1)OC1=NC(=CC=C1C1=NN(C2=C1C=NC(=C2)N2CCC(CC2)N(C([O-])=O)C)C)OCC2=CC=CC=C2 N-[1-[3-(2,6-dibenzyloxy-3-pyridyl)-1-methyl-pyrazolo[4,3-c]pyridin-6-yl]-4-piperidyl]-N-methyl-carbamate